BrC1=CC=C(C=C1)C1(C2=CC=CC=C2C=2C=CC=CC12)C1=CC=C(C=C1)I 9-(4-bromophenyl)-9-(4-iodophenyl)fluorene